CN1C=NC(=C1)C1=CC=CC=C1 1-methyl-4-phenyl-imidazol